(S)-3-(benzo[d][1,3]dioxol-4-yloxy)-3-(5-bromothiophen-2-yl)-N-ethyl-N-methylpropan-1-amine O1COC2=C1C=CC=C2O[C@@H](CCN(C)CC)C=2SC(=CC2)Br